CC=1C=C(C=C(C1)C)NC(=O)N1CCN(CC1)CC1=CC=NC=C1 N-(3,5-dimethylphenyl)-4-(pyridin-4-ylmethyl)piperazine-1-carboxamide